CC/C=C\\C/C=C\\C/C=C\\C/C=C\\C/C=C\\C/C=C\\C(=O)O The molecule is a polyunsaturated fatty acid that is icosanoic acid having unsaturation at positions 2, 5, 8, 11, 14 and 17. It has been found in Daphnia galeata. It has a role as a Daphnia galeata metabolite. It is a polyunsaturated fatty acid, a long-chain fatty acid and a straight-chain fatty acid.